(2R)-N-[1-(adamantan-1-yl)ethyl]pyrrolidine-2-carboxamide C12(CC3CC(CC(C1)C3)C2)C(C)NC(=O)[C@@H]2NCCC2